(4-isopropylphenyl) (2,3,4-trihydroxyphenyl) ketone OC1=C(C=CC(=C1O)O)C(=O)C1=CC=C(C=C1)C(C)C